1-((2R)-4-((Z)-1,2-dimethyl-4-(((R)-1-(2-methyl-3-(trifluoromethyl)phenyl)ethyl)imino)-1,4-dihydropyrido[3,4-d]pyrimidin-6-yl)-4-hydroxy-2-methylpiperidin-1-yl)ethan-1-one CN1C(=N\C(\C2=C1C=NC(=C2)C2(C[C@H](N(CC2)C(C)=O)C)O)=N/[C@H](C)C2=C(C(=CC=C2)C(F)(F)F)C)C